2-(2,6-dimethylphenyl)-N-(methylthioformyl)-2-(4-(trifluoromethyl)pyridin-2-yl)acetamide CC1=C(C(=CC=C1)C)C(C(=O)NC(=S)C)C1=NC=CC(=C1)C(F)(F)F